(S)-2-((4-(6-((4-chloro-2-fluorobenzyl)oxy)pyridin-2-yl)piperidin-1-yl)methyl)-4-(1,2-difluoroethoxy)-1-methyl-1H-benzo[d]imidazole ClC1=CC(=C(COC2=CC=CC(=N2)C2CCN(CC2)CC2=NC3=C(N2C)C=CC=C3O[C@H](CF)F)C=C1)F